thorium(IV) nitrate hydrate O.[N+](=O)([O-])[O-].[Th+4].[N+](=O)([O-])[O-].[N+](=O)([O-])[O-].[N+](=O)([O-])[O-]